4-[[3-[4-[[5-(2-aminoethoxy)-2-pyridyl]oxy]-2,3-difluoro-phenyl]imidazo[1,2-a]pyrazin-8-yl]amino]-2-ethyl-N-methyl-benzamide NCCOC=1C=CC(=NC1)OC1=C(C(=C(C=C1)C1=CN=C2N1C=CN=C2NC2=CC(=C(C(=O)NC)C=C2)CC)F)F